C(C)(C)(C)OC(=O)N1CCN(CC1)C=1C=2N(C=C(C1)C1CC1)C=C(N2)CN.C(C(=C)C)(=O)OCCC[SiH2]C(OC)OC γ-methacryloxypropyl-dimethoxymethylsilane tert-butyl-4-(2-(aminomethyl)-6-cyclopropylimidazo[1,2-a]pyridin-8-yl)piperazine-1-carboxylate